tert-Butyl (2S,3R)-3-amino-2-methylpyrrolidine-1-carboxylate N[C@H]1[C@@H](N(CC1)C(=O)OC(C)(C)C)C